2-bromo-6-(difluoromethyl)-3-fluoropyridine-4-carbonitrile BrC1=NC(=CC(=C1F)C#N)C(F)F